NC1=NC=C(C=C1)C amino-5-methylpyridine